ClC1=CC=C(C=C1)C=1N=C2N(C=CC=C2)C1CN1CC2CCC(C1)N2C(=O)C2=C(C=CC=C2)F (3-{[2-(4-chlorophenyl)imidazo[1,2-a]pyridin-3-yl]methyl}-3,8-diazabicyclo[3.2.1]oct-8-yl)-(2-fluorophenyl)methanone